S1C2=C(C=C1C=1C=C3CC(C(C3=CC1)NC(O[C@@H]1CN3CCC1CC3)=O)(C)C)C=CC=C2 (S)-quinuclidin-3-yl (5-(benzo[b]thiophen-2-yl)-2,2-dimethyl-2,3-dihydro-1H-inden-1-yl)carbamate